diglycerin tetraoleate C(CCCCCCC\C=C/CCCCCCCC)(=O)O.C(CCCCCCC\C=C/CCCCCCCC)(=O)O.C(CCCCCCC\C=C/CCCCCCCC)(=O)O.C(CCCCCCC\C=C/CCCCCCCC)(=O)O.OCC(O)CO.OCC(O)CO